C(CCCCCCC\C=C/CCCCCC)(=O)OCC(CO)O 2,3-dihydroxypropan-1-yl (9Z)-hexadec-9-enoate